methyl 7-(2-oxatricyclo[3.3.1.13,7]decan-1-ylmethyl)-6,8-dihydro-5H-1,7-naphthyridine-3-carboxylate C12(OC3CC(CC(C1)C3)C2)CN2CCC=3C=C(C=NC3C2)C(=O)OC